(R)-(1,3-Dimethyl-azetidin-3-yl)-[3-(2-methyl-2H-tetrazol-5-yl)-phenyl]-(4-trifluoromethoxy-phenyl)-methanol CN1CC(C1)(C)[C@@](O)(C1=CC=C(C=C1)OC(F)(F)F)C1=CC(=CC=C1)C=1N=NN(N1)C